BrC1=C(C=C(C=C1)CC#N)Cl 2-(4-bromo-3-chlorophenyl)acetonitrile